2-([1,1':2',1''-terphenyl]-4'-yl)-4,4,5,5-tetramethyl-1,3,2-dioxaborolan C1(=CC=CC=C1)C=1C(=CC(=CC1)B1OC(C(O1)(C)C)(C)C)C1=CC=CC=C1